4-(10-amino-7-bromo-11-oxo-10,11-dihydro-5H-benzo[e]pyrrolo[1,2-a][1,4]diazepin-2-yl)benzonitrile NN1C(C=2N(CC3=C1C=CC(=C3)Br)C=C(C2)C2=CC=C(C#N)C=C2)=O